racemic-5-methylpyrrolidin-2-one C[C@@H]1CCC(N1)=O |r|